N1N=CC(=C1)CCCCN 4-(1H-pyrazol-4-yl)butan-1-amine